C12(NCC(CC1)CC2)C2=NC(=NO2)CCC2=CC=NC=C2 5-((1s,4s)-2-azabicyclo[2.2.2]octan-1-yl)-3-(2-(pyridin-4-yl)ethyl)-1,2,4-oxadiazole